N-(1-((2R,4R,5R)-3,3-difluoro-4-hydroxy-5-(hydroxymethyl)tetrahydrofuran-2-yl)-2-oxo-1,2-dihydropyrimidin-4-yl)-5-methoxypyridinecarboxamide FC1([C@@H](O[C@@H]([C@H]1O)CO)N1C(N=C(C=C1)NC(=O)C1=NC=C(C=C1)OC)=O)F